methyl 3-(9-((4-(((tert-butoxycarbonyl)amino)methyl)phenyl)carbamoyl)-4,5-dihydrobenzo[b]thieno[2,3-d]oxepin-8-yl)-6-(phenylcarbamoyl)picolinate C(C)(C)(C)OC(=O)NCC1=CC=C(C=C1)NC(=O)C1=CC2=C(OCCC3=C2SC=C3)C=C1C=1C(=NC(=CC1)C(NC1=CC=CC=C1)=O)C(=O)OC